6-chloro-3-[3-(trifluoromethyl)phenoxy]Pyridazine-4-imine ClC1=CC(C(N=N1)OC1=CC(=CC=C1)C(F)(F)F)=N